3-amino-5,6-dichloro-2-pyrazinecarboxylic acid methyl ester COC(=O)C1=NC(=C(N=C1N)Cl)Cl